(4-amino-1,3-dihydrofuro[3,4-c][1,7]naphthyridin-8-yl)((3R,5S)-3-methyl-5-(5-(trifluoromethoxy)-2-pyridinyl)-4-morpholinyl)methanone NC1=NC=2C=NC(=CC2C2=C1COC2)C(=O)N2[C@@H](COC[C@@H]2C2=NC=C(C=C2)OC(F)(F)F)C